ethyl 2-amino-1H-pyrrole-3-carboxylate NC=1NC=CC1C(=O)OCC